NC=1C2=C(N(C(N1)=O)C=1C(=NC=CC1)C)N=C(C=C2)C2CCCC2 4-amino-7-cyclopentyl-1-(2-methyl-3-pyridyl)pyrido[2,3-d]pyrimidin-2-one